methylparaben (methylaminolevulinate) CNC(C(=O)O)CC(=O)C.COC(=O)C1=CC=C(O)C=C1